BrC=1C(=CC=2C3=C(C(=NC2C1F)Cl)N=NN3[C@@H]3C[C@H](N(CC3)C(=O)OC(C)(C)C)CC#N)Cl tert-butyl (2S,4S)-4-(7-bromo-4,8-dichloro-6-fluoro-1H-[1,2,3]triazolo[4,5-c]quinolin-1-yl)-2-(cyanomethyl)piperidine-1-carboxylate